2-(4-((1H-imidazol-1-yl)methyl)-2-fluorophenyl)acetic acid N1(C=NC=C1)CC1=CC(=C(C=C1)CC(=O)O)F